NC1(CCN(CC1)C1=CC=C(C=C1)NC1=NC=C(C(=N1)C=1C=C(C=CC1)CC(C)O)C=1OC2=C(C1)C=CC=C2)C (3-(2-((4-(4-amino-4-methylpiperidin-1-yl)phenyl)amino)-5-(benzofuran-2-yl)pyrimidin-4-yl)phenyl)propan-2-ol